C(C)N1C(NC2=C(C(=CC=3C2=C1N=CN3)CN3CCN(CC3)C3=C(C=C(C(=O)NC)C=C3)C)F)=O 4-(4-((3-Ethyl-9-fluoro-2-oxo-2,3-dihydro-1H-pyrimido[4,5,6-de]quinazolin-8-yl)methyl)piperazin-1-yl)-N,3-dimethylbenzamide